C1(=CC=CC=C1)C1=NC2=CC=CC=C2C=N1 2-Phenylquinazolin